CN(C1=CC=C(C=C2C(C=C3C=CC=C4C=CC2=C43)=O)C=C1)C 8-(4'-dimethylaminobenzylidene)-acenaphthylene-7-one